FC=1C(=NC(=NC1)C1=CCC(CC1)CC(=O)OCC)OCOC ethyl 2-(4-(5-fluoro-4-(methoxymethoxy)pyrimidin-2-yl)cyclohex-3-en-1-yl)acetate